ONC(OC)=O Methyl hydroxycarbamate